[Br-].C(C1=CC=CC=C1)PC1=CC=CC=C1 benzylphenylphosphine bromide